BisBenzylisoquinoline C1=CC=C(C=C1)CC2=CC3=CC=CC=C3C(=N2)CC4=CC=CC=C4